BrC1=CC=C(C=C1)C=1C(=CC(=CC1)Cl)C1=CC=CC=C1 4-bromo-4'-chloro-1,1':2',1''-terphenyl